C(CCC)OC(NC12CC(C1)(C2)C=2SC(=CN2)Br)=O.N2(CCC1=CC=CC=C21)C(=O)C2=C(C=CC=C2)C indolin-1-yl-(o-tolyl)methanone butyl-N-[3-(5-bromothiazol-2-yl)-1-bicyclo[1.1.1]pentanyl]carbamate